BrC=1C=C2C=NN(C2=CC1)CC1=NN(C=C1)C 5-bromo-1-((1-methyl-1H-pyrazol-3-yl)methyl)-1H-indazole